N-((4-chloro-2-(methylthio)pyrimidin-5-yl)methyl)-4-methoxyaniline ClC1=NC(=NC=C1CNC1=CC=C(C=C1)OC)SC